4-methyl-N6-(8-((4-morpholinopiperidin-1-yl)sulfonyl)-2,3-dihydrobenzo[b][1,4]dioxin-5-yl)-3-(trifluoromethyl)-1H-pyrrolo[2,3-b]pyridine-4,6-diamine CC1(C=2C(=NC(=C1)NC1=CC=C(C=3OCCOC31)S(=O)(=O)N3CCC(CC3)N3CCOCC3)NCC2C(F)(F)F)N